ClCC1=CC=C(C(=O)NC(COC(C)=O)(C)C)C=C1 acetic acid 2-(4-(chloromethyl) benzoylamino)-2-methylpropyl ester